COC=1C=C(C=CC1)C=1C=NN(C1)C(=O)C=1N=C(C2=C(N1)OC(=C2)C)NC2(CC2)C [4-(3-methoxyphenyl)-1H-pyrazole-1-carbonyl]-6-methyl-N-(1-methylcyclopropyl)furo[2,3-d]pyrimidin-4-amine